(3S)-N-[4-(3-Cyanophenyl)-5-(2,6-dimethyl-4-pyridyl)thiazol-2-yl]-3-(1-hydroxy-1-methyl-ethyl)piperazin-1-carboxamid C(#N)C=1C=C(C=CC1)C=1N=C(SC1C1=CC(=NC(=C1)C)C)NC(=O)N1C[C@H](NCC1)C(C)(C)O